2-methyl-5-(2-(2-methylpyridin-4-yl)-1H-indol-5-yl)-1H-benzo[d]imidazole CC1=NC2=C(N1)C=CC(=C2)C=2C=C1C=C(NC1=CC2)C2=CC(=NC=C2)C